C(#N)C12CC(C1)(C2)NC(C2=C(C=CC(=C2)C(F)(F)F)NS(N(C)C)(=O)=O)=O N-(3-cyanobicyclo[1.1.1]pentan-1-yl)-2-((N,N-dimethylsulfamoyl)amino)-5-(trifluoromethyl)benzamide